ClC=1C=C(C=NC1)OCC(=O)N1CC2=C(CC1)SC(=C2)C2=NOC(=N2)C(F)(F)F 2-((5-chloropyridin-3-yl)oxy)-1-(2-(5-(trifluoromethyl)-1,2,4-oxadiazol-3-yl)-6,7-dihydrothieno[3,2-c]pyridin-5(4H)-yl)ethan-1-one